N,N,N',N'-tetramethylethaneDiamine CN(C)CCN(C)C